NC1=CC(=C(C(=C1)F)N1N=C(C=C1)C1=CC=NC=C1)F 1-(4-amino-2,6-difluorophenyl)-3-(pyridin-4-yl)pyrazol